diazol-3-yl-thiobenzamide N1N=C(C=C1)C1=C(C(=S)N)C=CC=C1